(1r,3s,5s)-8-(6-((2-amino-3-chloropyridin-4-yl)thio)pyrido[2,3-b]pyrazin-2-yl)-8-azabicyclo[3.2.1]octan-3-amine NC1=NC=CC(=C1Cl)SC=1C=CC=2C(=NC=C(N2)N2[C@H]3CC(C[C@@H]2CC3)N)N1